ClC1=C(C(=O)N2CC3=CC=CC(=C3CC2)C(CC(=O)O)C2=CC3=C(N(N=N3)C)C(=C2)OC)C=CC(=C1)OCC1CC1 3-[2-(2-chloro-4-cyclopropylmethoxybenzoyl)-1,2,3,4-tetrahydroisoquinolin-5-yl]-3-(7-methoxy-1-methyl-1H-benzo[d][1,2,3]triazol-5-yl)propionic acid